FC1=CC(=C(C=C1)C=1C=CC=2N(C1)C(=CN2)CN(C(OC(C)(C)C)=O)C)O tert-butyl ((6-(4-fluoro-2-hydroxyphenyl)imidazo[1,2-a]pyridin-3-yl)methyl)(methyl)carbamate